(pyridin-4-yl)methyl-4-piperidone N1=CC=C(C=C1)CN1CCC(CC1)=O